ClC=1C(N(SC1Cl)CCCCCCCC)=O 4,5-dichloro-2-octyl-3-isothiazolone